NC([C@@H](C1=CC=CC=C1)SC1=C(C(=C(C(=N1)N1C[C@H](OCC1)CNC(CO)=O)C#N)CC)C#N)=O N-(((R)-4-(6-(((R)-2-amino-2-oxo-1-phenylethyl)thio)-3,5-dicyano-4-ethylpyridin-2-yl)morpholin-2-yl)methyl)-2-hydroxyacetamide